N1(C=NC=C1)C(=N)N1C=NC=C1 1-(imidazole-1-carboximidoyl)imidazole